Tert-Butyl 4-(7-[3-amino-6-methylthieno[2,3-b]pyridine-2-amido]-5,6,7,8-tetrahydroisoquinolin-3-yl)piperazine-1-carboxylate NC1=C(SC2=NC(=CC=C21)C)C(=O)NC2CCC=1C=C(N=CC1C2)N2CCN(CC2)C(=O)OC(C)(C)C